O=C1C2=CC=CC=C2C(C12CCNCC2)=O 1,3-dioxo-1,3-dihydrospiro[indene-2,4'-piperidine]